CC=1C=C(C=C(C1)C)S 3,5-dimethyl-benzenethiol